1-heptyl anthranilate (heptyl 2-aminobenzoate) C(CCCCCC)C=1C(=C(C(=O)O)C=CC1)N.C(C=1C(N)=CC=CC1)(=O)OCCCCCCC